BrC=1C=C(C=CC1Cl)NC(=O)N1C2CC=3C(=CNC(C3)=O)C1CC2 N-(3-bromo-4-chlorophenyl)-3-oxo-3,5,6,7,8,9-hexahydro-2H-6,9-epiminocyclohepta[c]-pyridine-10-carboxamide